isopropyl (S,Z)-3-(4-((tert-butylsulfinyl) imino)-4,7-dihydropyrano[3,4-c]pyrazol-1(5H)-yl)-2-chlorobenzoate C(C)(C)(C)[S@](=O)\N=C\1/COCC=2N(N=CC21)C=2C(=C(C(=O)OC(C)C)C=CC2)Cl